terphenyl-4,4'-dithiol C1(=CC=C(C=C1)S)C=1C(=CC(=CC1)S)C1=CC=CC=C1